rac-(2R,6S)-2,6-dimethyl-4-[6-[5-(1-methylcyclopropoxy)-1H-indazol-3-yl]pyrimidin-4-yl]morpholine C[C@@H]1CN(C[C@@H](O1)C)C1=NC=NC(=C1)C1=NNC2=CC=C(C=C12)OC1(CC1)C |r|